1-methyl-3-methylimidazolium thiocyanate [S-]C#N.CN1C=[N+](C=C1)C